1-((2r,6s)-6-((4-bromophenoxy)methyl)-2-methyl-1,4-dioxan-2-yl)-N,N-dimethylmethylamine BrC1=CC=C(OC[C@@H]2COC[C@@](O2)(C)CN(C)C)C=C1